C(C)(C)[Si](OCCC1=CC=C(C=C1)O)(C(C)C)C(C)C 4-(2-(triisopropylsiloxy)ethyl)phenol